5-Bromo-7-methyl-1-benzothiophene BrC=1C=C(C2=C(C=CS2)C1)C